OC1=CC=C(C=C1)S(=O)(=O)OC1=CC=C(C=C1)C(C=CC1=CC=C(C=C1)O)=O [4-[3-(4-Hydroxyphenyl)prop-2-enoyl]phenyl] 4-hydroxybenzenesulfonate